3-[2-chloro-5-(2-chloro-4-methyl-phenyl)-4-fluoro-phenyl]-5-methyl-4H-isoxazole-5-carboxylic acid ethyl ester C(C)OC(=O)C1(CC(=NO1)C1=C(C=C(C(=C1)C1=C(C=C(C=C1)C)Cl)F)Cl)C